FC(C1=NN2C(C(=NC=C2)O)=C1)(F)F 2-(trifluoromethyl)pyrazolo[1,5-a]pyrazin-4-ol